benzyl (3S)-4-[(2R,3R)-1-tert-butoxycarbonyl-2-methyl-azetidin-3-yl]-3-methyl-piperazine-1-carboxylate C(C)(C)(C)OC(=O)N1[C@@H]([C@@H](C1)N1[C@H](CN(CC1)C(=O)OCC1=CC=CC=C1)C)C